FC1=C(C=CC=C1)CC#N 2-Fluorophenylacetonitril